CC=1C=C(SC1)C=1C=C2C(OC(C2=CC1)=O)=O 5-(4-methyl-2-thienyl)isobenzofuran-1,3-dione